(((1r,3s,6s)-spiro[bicyclo[4.1.0]heptane-3,2'-oxirane]-1-yl)methyl)-1H-benzo[d]imidazole-6-carbonitrile O1[C@]2(C1)C[C@@]1(C[C@@H]1CC2)CN2C=NC1=C2C=C(C=C1)C#N